ClC1=C(C=CC(=C1)S(=O)(=O)C)C1=C(SC2=C1NC(=NS2(=O)=O)NC)CC 5-(2-Chloro-4-(methylsulfonyl)phenyl)-6-ethyl-3-(methylamino)-4H-thieno[3,2-e][1,2,4]thiadiazine 1,1-dioxide